benzyl (4-bromo-2,5-difluorophenethyl)carbamate BrC1=CC(=C(CCNC(OCC2=CC=CC=C2)=O)C=C1F)F